8-((2,3-dimethoxybenzyl)thio)-1,3,7-trimethyl-1H-purine-2,6(3H,7H)-dione COC1=C(CSC2=NC=3N(C(N(C(C3N2C)=O)C)=O)C)C=CC=C1OC